trans-5-oxo-2-(2,3-dihydrobenzo[b][1,4]dioxin-6-yl)pyrrolidine-3-carboxylic acid O=C1C[C@H]([C@@H](N1)C1=CC2=C(OCCO2)C=C1)C(=O)O